P(OC1=CC=CC=C1)(OC1=CC=CC=C1)OCCCCCC(C)C diphenyl (isooctyl) phosphite